5-hydroxy-1,4-dimethyl-3-isopropyl-1H-pyrazole OC1=C(C(=NN1C)C(C)C)C